(2r,4S)-N-((S)-(2,3-dichloro-6-fluorophenyl)(1-methylcyclopentyl)methyl)-6,8-dioxo-5,7-diazaspiro[3.4]octane-2-carboxamide ClC1=C(C(=CC=C1Cl)F)[C@@H](NC(=O)C1CC2(C1)NC(NC2=O)=O)C2(CCCC2)C